2-(7-((2s,5r)-4-(2,3-dihydro-1H-inden-1-yl)-2,5-diethylpiperazin-1-yl)-4-methyl-5-oxo-4,5-dihydro-2H-pyrazolo[4,3-b]pyridin-2-yl)acetonitrile C1(CCC2=CC=CC=C12)N1C[C@@H](N(C[C@H]1CC)C=1C=2C(N(C(C1)=O)C)=CN(N2)CC#N)CC